C1(CCCC1)CCSCCC1CCCC1 2-cyclopentylethylsulfide